p-Acetylaniline C(C)(=O)C1=CC=C(N)C=C1